((3S,4S)-4-(3-fluorophenyl)-3-nitropiperidin-1-yl)(imidazo[1,5-a]pyridin-8-yl)methanone FC=1C=C(C=CC1)[C@H]1[C@@H](CN(CC1)C(=O)C=1C=2N(C=CC1)C=NC2)[N+](=O)[O-]